C(CC)OC(NC)=O propyl-(methyl)-carbamate